2-(1-(3-chlorophenyl)-1H-pyrazol-4-yl)-N-(3-(2-fluorocyclopropyl)-1H-pyrazol-5-yl)propanamide Sodium (5-(((tert-butyldimethylsilyl)oxy)methyl)-1-methyl-1H-pyrazol-3-yl)methanesulfinate [Si](C)(C)(C(C)(C)C)OCC1=CC(=NN1C)CS(=O)[O-].[Na+].ClC=1C=C(C=CC1)N1N=CC(=C1)C(C(=O)NC1=CC(=NN1)C1C(C1)F)C